O=C1NC(CCC1C1=COC2=C1C=C(C=C2)[N-]CCCCCCCCN2CCOCC2)=O N-(3-(2,6-dioxopiperidin-3-yl)benzofuran-5-yl)-8-morpholinooctylamide